2-((1H-benzo[d][1,2,3]triazol-5-yl)methyl)-3-((3-chloro-1-methyl-6-oxo-1,6-dihydropyridin-2-yl)methyl)isoindolin-1-one N1N=NC2=C1C=CC(=C2)CN2C(C1=CC=CC=C1C2CC=2N(C(C=CC2Cl)=O)C)=O